C(C)(C)(C)OC(=O)N1CC(C(C1)C=1C(NC=CC1)=O)C#N 3-cyano-4-(2-oxo-1,2-dihydropyridin-3-yl)pyrrolidine-1-carboxylic acid tert-butyl ester